CC/C=C\\C/C=C\\C=C\\C(C(/C=C/C=C\\C(CCCCCC(=O)[O-])O)O)O The molecule is a docosanoid anion that is the conjugate base of resolvin T2, obtained by deprotonation of the carboxy group; major species at pH 7.3. It is a hydroxy fatty acid anion and a docosanoid anion. It is a conjugate base of a resolvin T2.